N2-ethyl-N4-[(5-phenyl-4H-1,2,4-triazol-3-yl)ethyl]-8-(propan-2-yl)pyrazolo[1,5-a][1,3,5]triazine-2,4-diamine C(C)NC1=NC=2N(C(=N1)NCCC1=NN=C(N1)C1=CC=CC=C1)N=CC2C(C)C